2-((3-chloro-4-fluorophenyl)(5-chlorothiophen-2-yl)methyl)-4-methyl-5-(methylsulfonyl)-1H-imidazole ClC=1C=C(C=CC1F)C(C=1NC(=C(N1)C)S(=O)(=O)C)C=1SC(=CC1)Cl